CC=1C=CC=C2C=CC=C(C12)N1CC=2N=C(N=C(C2C2(C1)CC2)N2CCN(CC2)C(C=C)=O)OC[C@H]2N(CCC2)C (S)-1-(4-(7'-(8-methylnaphthalen-1-yl)-2'-((1-methylpyrrolidin-2-yl)methoxy)-7',8'-dihydro-6'H-spiro[cyclopropane-1,5'-pyrido[3,4-d]pyrimidin]-4'-yl)piperazin-1-yl)prop-2-en-1-one